CC(CCCC)O.[Na] sodium 2-hexanol